CC=1C(=CC2=CC=3C4=C(C=CC3C=C2C1)C=CC=C4)C 9,10-dimethylbenzanthracene